N-(4-(4-Amino-1-(tetrahydro-2H-pyran-4-yl)-1H-pyrazolo[3,4-d]pyrimidin-3-yl)phenyl)-2-(5-chloropyridin-2-yl)-6-isopropyl-3-oxo-2,3-dihydropyridazine-4-carboxamide NC1=C2C(=NC=N1)N(N=C2C2=CC=C(C=C2)NC(=O)C=2C(N(N=C(C2)C(C)C)C2=NC=C(C=C2)Cl)=O)C2CCOCC2